decyl mercaptan C(CCCCCCCCC)S